4-fluoro-5-(4-fluoro-phenyl)-isoxazole-3-carboxylic acid FC=1C(=NOC1C1=CC=C(C=C1)F)C(=O)O